C(=O)(O)C=1C=C(C=C(C1C(=O)O)OCCCCCCOC1=CC=C(C=C1)\C=C\C(C1=CC=CC=C1)=O)C1=CC(=C(C(C(=O)O)=C1)C(=O)O)OCCCCCCOC1=CC=C(C=C1)\C=C\C(C1=CC=CC=C1)=O 5-[3,4-Dicarboxy-5-[6-[4-[(E)-3-oxo-3-phenylprop-1-enyl]phenoxy]hexoxy]phenyl]-3-[6-[4-[(E)-3-oxo-3-phenylprop-1-enyl]phenoxy]hexoxy]phthalic acid